OC=1C=C2C(=C([C@@H](OC2=CC1)C1=CC=C(OCCC2CC(C2)CC(=O)O)C=C1)C1=CC(=CC=C1)O)C [3-(2-{4-[(2S)-6-hydroxy-3-(3-hydroxyphenyl)-4-methyl-2H-chromen-2-yl]phenoxy}ethyl)cyclobutyl]acetic acid